tetramethylethanol CC(C(O)(C)C)C